4-[[3-[1-(cyanomethyl)-3-(trifluoromethyl)pyrazol-4-yl]imidazo[1,2-a]pyrazin-8-yl]amino]-2-methyl-N-[(1R)-1-methyl-2-oxo-2-[[(3S)-pyrrolidin-3-yl]amino]ethyl]benzamide formate C(=O)O.C(#N)CN1N=C(C(=C1)C1=CN=C2N1C=CN=C2NC2=CC(=C(C(=O)N[C@@H](C(N[C@@H]1CNCC1)=O)C)C=C2)C)C(F)(F)F